1-Iodoethyl ethyl carbonate C(OC(C)I)(OCC)=O